1-[2-(2,4-Difluorophenyl)-2,3-epoxypropyl]-1H-1,2,3,4-tetrazole FC1=C(C=CC(=C1)F)C1(CN2N=NN=C2)CO1